4-(6-(6-((6-methoxypyridin-3-yl)methyl)-3,6-diazabicyclo[3.1.1]hept-3-yl)pyridin-3-yl)-1H-pyrazole COC1=CC=C(C=N1)CN1C2CN(CC1C2)C2=CC=C(C=N2)C=2C=NNC2